C(C)NC(=O)C1=CC(=C(N1)C(=O)NC)OC(C(C)C)C1=CC=CC=C1 N5-ethyl-N2-methyl-3-(2-methyl-1-phenylpropoxy)-1H-pyrrole-2,5-dicarboxamide